[Cl-].C(C)(C)C1=C(OC(=O)OCC[NH+](C)C)C(=CC=C1)C(C)C 2-(((2,6-diisopropylphenoxy)carbonyl)oxy)-N,N-dimethylethan-1-aminium chloride